ClC1=C(C(=C2CCCC2=C1)[N+](=O)[O-])NC(C)=O N-(6-chloro-4-nitro-2,3-dihydro-1H-inden-5-yl)acetamide